N-benzyl-N-(1-propenyl)acetamide C(C1=CC=CC=C1)N(C(C)=O)C=CC